Iron(III) 1,3,5-benzenetricarboxylate hydrate O.C1(=CC(=CC(=C1)C(=O)[O-])C(=O)[O-])C(=O)[O-].[Fe+3]